C(C)(C)(C)OC(=O)N[C@H]1CO[C@H]2[C@@H]1OC[C@H]2OCNC(CNC(OCC2=CC=CC=C2)=O)=O benzyl (2-(((((3R,3aS,6S,6aR)-6-((tert-butoxycarbonyl)amino)hexahydrofuro[3,2-b]furan-3-yl)oxy)methyl)-amino)-2-oxoethyl)carbamate